C=1(C(=CC(=C(C1)C(=O)[O-])C(=O)[O-])C(=O)[O-])C(=O)[O-] 1,2,4,5-benzenetetra-carboxylate